C(C)(C)(C)OC(N[C@H]1CNCC1)=O N-[(3R)-pyrrolidin-3-yl]Carbamic acid tert-butyl ester